C(#N)C1(CCN(CC1)C(=O)OC(C)(C)C)C1=NC=C(C=C1)F tert-butyl 4-cyano-4-(5-fluoropyridin-2-yl)piperidine-1-carboxylate